CC1=NOC(=C1)C(=O)NC[C@@H]1C[C@@H](CC1)NC1=NC=C(C=C1C)N1N=CC=CC1=O 3-methyl-N-[[(1S,3R)-3-[[3-methyl-5-(6-oxopyridazin-1-yl)-2-pyridyl]amino]cyclopentyl]methyl]isoxazole-5-carboxamide